C(CCC)NCC butyl-N-ethyl-amine